(5aR,8aS)-3-(3-chloro-2-methoxyanilino)-2-{3-[(2S)-1,4-dioxan-2-ylmethoxy]-4-pyridyl}-5,5a,6,7,8,8a-hexahydrocyclopenta[b]pyrrolo[2,3-d]pyridin-4(1H)-one ClC=1C(=C(NC2=C(NC=3[C@@H]4[C@H](NC(C32)=O)CCC4)C4=C(C=NC=C4)OC[C@H]4OCCOC4)C=CC1)OC